((4-(((3R,4R)-1-(2-cyanoacetyl)-4-methylpiperidin-3-yl) (methyl) amino)-7H-pyrrolo[2,3-d]pyrimidin-7-yl) methyl) carbonate hydrochloride Cl.C(OCN1C=CC2=C1N=CN=C2N(C)[C@H]2CN(CC[C@H]2C)C(CC#N)=O)(O)=O